7-[[5-(4-methylpiperazin-1-yl)-2-pyridyl]amino]-4-(1H-pyrrolo[2,3-c]pyridin-3-yl)-2,3-dihydropyrrolo[3,4-c]pyridin-1-one CN1CCN(CC1)C=1C=CC(=NC1)NC=1C2=C(C(=NC1)C1=CNC3=CN=CC=C31)CNC2=O